COC1=CCNC1 4-methoxy-1,5-dihydro-2H-pyrrole